C(C)N1CC(=CC2=CC(=C(C=C12)N1CCN(CC1)C)F)C(C=CC1=CC=C(C=C1)OC)=O 1-ethyl-6-fluoro-7-(4-methylpiperazin-1-yl)-3-(4-methoxycinnamoyl)-quinoline